N2-tert-butyl-9-(octahydro-1H-isoindol-5-yl)-N8-(3-(trifluoromethyl)phenyl)-9H-purine-2,8-diamine C(C)(C)(C)NC1=NC=C2N=C(N(C2=N1)C1CC2CNCC2CC1)NC1=CC(=CC=C1)C(F)(F)F